CC1=C(C=C(C=C1)[N+](=O)[O-])C1=CC(=NC(=N1)S(=O)(=O)C)N1CCOCC1 4-(6-(2-methyl-5-nitrophenyl)-2-(methylsulfonyl)pyrimidin-4-yl)morpholine